CC1=C(C(=NC(=C1)C(NCCC)=O)C(=O)OCCOCCOC(C(=CC)C)=O)C=1C(=CC=2C3=C(COC2C1)SC=C3)C(NC=3C(=C1C=CNC1=CC3)Br)=O diethylene glycol Methyl-methacrylate methyl-3-(8-((4-bromo-1H-indol-5-yl)carbamoyl)-4H-thieno[2,3-c]chromen-7-yl)-6-(propylcarbamoyl)picolinate